Methanesulfonimidamide CS(=O)(N)=N